N-{3-[(6-chloro-4-oxo-3,4-dihydro-2H-1-benzopyran-2-carbonyl)amino]bicyclo[1.1.1]pentan-1-yl}-5-(difluoromethyl)pyrazine-2-carboxamide ClC=1C=CC2=C(C(CC(O2)C(=O)NC23CC(C2)(C3)NC(=O)C3=NC=C(N=C3)C(F)F)=O)C1